N1CC(CCC1)CO piperidin-3-ylmethanol